COC(CC(C(C)=O)=C)=O 3-Methylene-4-oxopentanoic acid methyl ester